1-(3-fluoro-4-methanesulfonylphenyl)methanamine FC=1C=C(C=CC1S(=O)(=O)C)CN